ClC1=NC=CC(=C1)C1=NC=CC=N1 2-(2-chloropyridin-4-yl)pyrimidine